8-((cyclopropylmethyl)(3-(2-methoxypyridin-4-yl)phenyl)amino)-5-methyl-6-oxo-5,6-dihydro-1,5-naphthyridine-2-carbonitrile C1(CC1)CN(C1=CC(N(C=2C=CC(=NC12)C#N)C)=O)C1=CC(=CC=C1)C1=CC(=NC=C1)OC